(S)-(4-(2-((4-Morpholinophenyl)amino)pyrimidin-4-yl)phenyl)(2-(trifluoromethyl)pyrrolidin-1-yl)methanone O1CCN(CC1)C1=CC=C(C=C1)NC1=NC=CC(=N1)C1=CC=C(C=C1)C(=O)N1[C@@H](CCC1)C(F)(F)F